C(C)(C)O[Si](C=1C2=CC=CC=C2C=2C=CC=CC2C1)(OC(C)C)OC(C)C triisopropoxy(9-phenanthryl)silane